F[Sb-](F)(F)(F)(F)F.C(C1=CC=CC=C1)(=O)C1=CC=C(C=C1)SC1=CC=C(C=C1)[S+](C1=CC=C(C=C1)F)C1=CC=C(C=C1)F 4-[4'-(benzoyl)phenylthio]phenyl-di-(4-fluorophenyl)sulfonium hexafluoroantimonate